aminoethyl-ethyl-ammonium bromide [Br-].NCC[NH2+]CC